CN1C(=NC2=C1C=CC(=C2)C2=CC=C(C(=N2)OC)NC(=O)C=2C(=NOC2C)C2=CC=CC=C2)C (6-(1,2-dimethyl-1H-benzo[d]imidazol-5-yl)-2-methoxypyridin-3-yl)-5-methyl-3-phenylisoxazole-4-carboxamide